3-[6-(3-{[(2S)-1-(1H-tetrazol-1-yl)propan-2-yl]oxy}phenyl)imidazo[1,2-b]pyridazin-3-yl]pyridine-4-carbonitrile N1(N=NN=C1)C[C@H](C)OC=1C=C(C=CC1)C=1C=CC=2N(N1)C(=CN2)C=2C=NC=CC2C#N